N-vinyl-3,6-dibromocarbazole C(=C)N1C2=CC=C(C=C2C=2C=C(C=CC12)Br)Br